Endo-4-(4-chlorobenzyl)-2-(3-(5-(hydroxymethyl)pyridazin-4-yl)-1H-pyrazol-5-yl)-2-azabicyclo[3.1.0]hexan-3-one ClC1=CC=C(CC2C(N(C3CC23)C2=CC(=NN2)C2=CN=NC=C2CO)=O)C=C1